FCC(=O)N(CC(=O)N)NC(=O)[C@H]1N(CCC1)C(=O)C1(CC1)C1=CC=C(C=C1)C#C 2-[(2-Fluoroacetyl)-[[(2S)-1-[1-(4-ethynylphenyl)cyclopropanecarbonyl]pyrrolidine-2-carbonyl]amino]amino]acetamide